(S)-1-benzyl-4-(pyrrolidin-2-yl)-1H-1,2,3-triazole C(C1=CC=CC=C1)N1N=NC(=C1)[C@H]1NCCC1